FC1=CC=C(C=C1)C(CCO)NC(=O)C=1N(N=C2C=CC(=CC12)OCC1=NC=CC=C1)C N-[1-(4-fluorophenyl)-3-hydroxypropyl]-2-methyl-5-[(pyridin-2-yl)methoxy]-2H-indazole-3-carboxamide